C(C)OC(C)OC(C)C1=NN(C(N1C)=O)C1=CC(=C(C(=O)NC2=C(C=CC=C2)C)C=C1F)OC(C)CCC 4-{3-[1-(1-ethoxyethoxy)ethyl]-4-methyl-5-oxo-4,5-dihydro-1H-1,2,4-triazol-1-yl}-5-fluoro-N-(2-methylphenyl)-2-(pent-2-yloxy)benzamide